C1(CCC1)C=1C(=NN(C1C1CC(C1)(F)F)C)NC(=O)[C@H]1C(C1)(F)F (S)-N-(4-cyclobutyl-5-(3,3-difluorocyclobutyl)-1-methyl-1H-pyrazol-3-yl)-2,2-difluorocyclopropane-1-carboxamide